4-[(5S)-5-(3,5-difluorophenyl)-3-oxo-6,7-dihydro-3H-pyrrolo[2,1-c][1,2,4]triazol-2(5H)-yl]bicyclo[2.2.1]heptane-1-carbonitrile FC=1C=C(C=C(C1)F)[C@@H]1CCC2=NN(C(N21)=O)C21CCC(CC2)(C1)C#N